Cl.NCCN(CCC(=O)OC)C=1C=NN2C1C=CC(=C2)C=2C=NN(C2)C methyl 3-((2-aminoethyl)(6-(1-methyl-1H-pyrazol-4-yl)pyrazolo[1,5-a]pyridin-3-yl)amino)propanoate hydrochloride salt